8-bromo-1-ethyl-1,2,3,4-tetrahydroquinoline BrC=1C=CC=C2CCCN(C12)CC